ClC1=C(C=CC=C1)C1=CC(=C(C=C1O)O)C1=C(C(=NO1)C(=O)NCC)C1=CC=C(C=C1)CN1CCOCC1 5-(2'-chloro-4,6-dihydroxy-[1,1'-biphenyl]-3-yl)-N-ethyl-4-(4-(morpholinomethyl)phenyl)isoxazole-3-carboxamide